3-(((4-(tert-butoxycarbonyl)-2-chloro-5-fluorobenzyl)oxy)methyl)-3-fluoroazetidine-1-carboxylic acid tert-butyl ester C(C)(C)(C)OC(=O)N1CC(C1)(F)COCC1=C(C=C(C(=C1)F)C(=O)OC(C)(C)C)Cl